N1(CCC1)CCCOC1=CC=2N(C=C1)C(=CN2)C2=CC(=NC=N2)NCC2=CC=C(C=C2)C=2C=NN(C2)C 6-{7-[3-(azetidin-1-yl)propoxy]imidazo[1,2-a]pyridin-3-yl}-N-{[4-(1-methyl-1H-pyrazol-4-yl)phenyl]methyl}pyrimidin-4-amine